2-(2,6-difluorobenzyl)-8-(3-methylimidazo[1,2-a]pyridin-6-yl)-7-(4-methylpiperazin-1-yl)-[1,2,4]triazolo[1,5-c]pyrimidin-5-amine FC1=C(CC2=NN3C(=NC(=C(C3=N2)C=2C=CC=3N(C2)C(=CN3)C)N3CCN(CC3)C)N)C(=CC=C1)F